C(C1=CC=CC=C1)OC1=C(C=C(C=C1)C(C)C1=CC=2NC3=CC=CC=C3SC2C=C1)C 2-(1-(4-(benzyloxy)-3-methylphenyl)ethyl)-10H-phenothiazine